NC1=CC=C(C=C1)N1C(CCC1)=O 1-(4-aminophenyl)pyrrolidin-2-one